O1C(=CC=C1)COC1=CC=CC=2C3NC(N(C(OC21)(C3)C)C=3C=C(C(=O)NCCC2=CC=C(C=C2)C)C=CC3)=O 3-(10-(Furan-2-ylmethoxy)-2-methyl-4-oxo-5,6-dihydro-2H-2,6-methanobenzo[g][1,3,5]oxadiazocin-3(4H)-yl)-N-(4-methylphenethyl)benzamid